COC=1C=C(CN2N=CC3=C(N(C=4C=CC(=CC34)C(F)(F)F)C)C2=O)C=CC1 3-(3-methoxybenzyl)-5-methyl-8-(trifluoromethyl)-3H-pyridazino[4,5-b]indol-4(5H)-one